4-cyclopropyl-1,2,5-oxadiazole-3-carbonyl chloride C1(CC1)C=1C(=NON1)C(=O)Cl